2-[1H-benzimidazol-2-yl-(5-fluoro-2-hydroxy-phenyl)methyl]-6-[4-(1-methyl-4-piperidyl)phenyl]-isoquinolin-1-one N1C(=NC2=C1C=CC=C2)C(N2C(C1=CC=C(C=C1C=C2)C2=CC=C(C=C2)C2CCN(CC2)C)=O)C2=C(C=CC(=C2)F)O